(4-isopropylphenyl)(o-tolyl)methanaminium chloride [Cl-].C(C)(C)C1=CC=C(C=C1)C([NH3+])C1=C(C=CC=C1)C